CC1=CC2=C(C(N3[C@@H](CO2)C[C@@H](C3)OC3=CC=C2CCC(NC2=C3)=O)=O)C(=C1)C=1SC=CC1 (2S,11aR)-8-Methyl-2-((2-oxo-1,2,3,4-tetrahydroquinolin-7-yl)oxy)-6-(thiophen-2-yl)-2,3,11,11a-tetrahydro-1H,5H-benzo[f]pyrrolo[2,1-c][1,4]oxazepin-5-one